4-((S)-4,4-difluoro-1-((S)-1-((5-(4-fluorophenoxy)pyrazin-2-yl)amino)-1-oxopropan-2-yl)piperidin-3-yl)pyridine FC1([C@H](CN(CC1)[C@H](C(=O)NC1=NC=C(N=C1)OC1=CC=C(C=C1)F)C)C1=CC=NC=C1)F